O=C1NC(CCC1N1C(C2=CC=C(C=C2C1=O)NS(=O)(=O)C1=CC=C(C=C1)OC)=O)=O N-(2-(2,6-dioxo-piperidin-3-yl)-1,3-dioxoisoindolin-5-yl)-4-methoxybenzene-sulfonamide